(1R,2S)-8-chloro-2-hydroxy-1,2,3,4-tetrahydronaphthalen-1-yl carbamate C(N)(O[C@H]1[C@H](CCC2=CC=CC(=C12)Cl)O)=O